C(C=C)OCC(C(=O)OCCCCO)=C hydroxybutyl α-allyloxymethylacrylate